NC(C(=O)O)CSCC1=C(C=CC=C1)[N+](=O)[O-] 2-amino-3-[(2-nitrobenzyl)sulfanyl]propionic acid